BrC1=C(OC2=CC=C(OCC3CCN(CC3)C(=O)OC(C)(C)C)C=C2)C=CC(=C1)C1(COC1)O tert-butyl 4-[[4-[2-bromo-4-(3-hydroxyoxetan-3-yl)phenoxy]phenoxy]methyl]piperidine-1-carboxylate